3β-acetoxy-5a-hydroxy-19-methoxymethyloxy-cholestan-6-one C(C)(=O)O[C@@H]1C[C@@]2(C(C[C@H]3[C@@H]4CC[C@H]([C@@H](CCCC(C)C)C)[C@]4(CC[C@@H]3[C@]2(CC1)COCOC)C)=O)O